N-(1-(azetidin-1-ylmethyl)cyclopropyl)-2,2-difluoro-2-(2-fluorophenyl)acetamide N1(CCC1)CC1(CC1)NC(C(C1=C(C=CC=C1)F)(F)F)=O